(R/S)-4-(((R)-1-(3-(1,1-difluoro-2-hydroxy-2-methylpropyl)-2-fluorophenyl)ethyl)amino)-8-(methoxymethyl)-2,6,8-trimethyl-6,8-dihydro-7H-pyrrolo[2,3-g]quinazolin-7-one FC(C(C)(C)O)(F)C=1C(=C(C=CC1)[C@@H](C)NC1=NC(=NC2=CC3=C(C=C12)N(C([C@@]3(C)COC)=O)C)C)F |&1:28|